3'-methoxyapigenin COC=1C=C(C=2OC=3C=C(C=C(C3C(C2)=O)O)O)C=CC1O